CN1N=C2CN(CCC2=C1C1=CC=CC=C1)C(=O)C=1C=NN2C1C=CC=C2 (2-methyl-3-phenyl-2,4,5,7-tetrahydro-6H-pyrazolo[3,4-c]pyridin-6-yl)(pyrazolo[1,5-a]pyridin-3-yl)methanone